ClC1=C(C(=NC=C1)OC)N1CCC(CC1)N1C(N(C=2C([C@@H]1C)=CN(N2)C)CC2=C(C=CC=C2)C2CC2)=O (S)-5-(4'-Chloro-2'-methoxy-3,4,5,6-tetrahydro-2H-[1,3']bipyridinyl-4-yl)-7-(2-cyclopropyl-benzyl)-2,4-dimethyl-2,4,5,7-tetrahydro-pyrazolo[3,4-d]pyrimidin-6-on